5-(2,3-Difluoropyridin-4-yl)-2,3-dihydro-1H-inden-4-amine FC1=NC=CC(=C1F)C1=C(C=2CCCC2C=C1)N